CC1=C2C=CC=C(C2=C(C=C1)C)O 5,8-dimethylnaphthalene-1-ol